7-(2-amino-7-fluorobenzo-[d]thiazol-4-yl)-4-(3,6-diazabicyclo[3.1.1]heptan-6-yl)-6-chloro-8-fluoroquinazolin-2-ol NC=1SC2=C(N1)C(=CC=C2F)C2=C(C=C1C(=NC(=NC1=C2F)O)N2C1CNCC2C1)Cl